(2R,4R)-4-Fluoro-N-(3-(5-Fluoro-2-((3-methoxy-1-methyl-1H-pyrazol-4-yl)amino)pyrimidine-4-yl)-1H-indol-7-yl)-1-(piperidin-4-yl)pyrrolidine-2-carboxamide F[C@@H]1C[C@@H](N(C1)C1CCNCC1)C(=O)NC=1C=CC=C2C(=CNC12)C1=NC(=NC=C1F)NC=1C(=NN(C1)C)OC